C1(CCC1)C=1N=CC2=C(N1)NC=C2I 2-cyclobutyl-5-iodo-7H-pyrrolo[2,3-d]pyrimidine